3',5,5'-tris(2-oxo-2-((2-(4-(((2R,3R,4R,5S,6S)-3,4,5-triacetoxy-6-methyltetrahydro-2H-pyran-2-yl)oxy)butanamido)ethyl)amino)ethoxy)-[1,1'-biphenyl]-3-carboxylic acid benzyl ester C(C1=CC=CC=C1)OC(=O)C=1C=C(C=C(C1)OCC(=O)NCCNC(CCCO[C@@H]1O[C@H]([C@@H]([C@H]([C@H]1OC(C)=O)OC(C)=O)OC(C)=O)C)=O)C1=CC(=CC(=C1)OCC(=O)NCCNC(CCCO[C@@H]1O[C@H]([C@@H]([C@H]([C@H]1OC(C)=O)OC(C)=O)OC(C)=O)C)=O)OCC(NCCNC(CCCO[C@@H]1O[C@H]([C@@H]([C@H]([C@H]1OC(C)=O)OC(C)=O)OC(C)=O)C)=O)=O